Bromopicoline hydrobromide Br.BrC=1C(=NC=CC1)C